(biphenylyl)(dimethylfluorenyl)(tert-butylspirobifluorenyl)amine C1(=C(C=CC=C1)N(C=1C2(C3=CC4=CC=CC=C4C3=CC1C(C)(C)C)C=CC=C1C3=CC=CC=C3C=C12)C1=C(C(=CC=2C3=CC=CC=C3CC12)C)C)C1=CC=CC=C1